[4-(5-chlorooxazolo[4,5-b]pyridin-2-yl)piperazin-1-yl]-[5-methyl-6-[[1-(trifluoromethyl)cyclopropyl]methoxy]-3-pyridyl]methanone ClC1=CC=C2C(=N1)N=C(O2)N2CCN(CC2)C(=O)C=2C=NC(=C(C2)C)OCC2(CC2)C(F)(F)F